N-[2-(1-benzylpiperidin-4-yl)ethyl]-1-(2,2-difluoro-2H-1,3-benzodioxol-5-yl)piperidine-4-carboxamide C(C1=CC=CC=C1)N1CCC(CC1)CCNC(=O)C1CCN(CC1)C1=CC2=C(OC(O2)(F)F)C=C1